OC1=CC=C(C=C1)C1=NOC(=C1)C1=CC=C(C=C1)C 3-(4-Hydroxyphenyl)-5-(4-methylphenyl)-1,2-oxazole